N-hydroxy-5-((2-(2-methylbenzyl)-3-oxo-3,4-dihydrobenzo[f]quinoxalin-6-yl)oxy)pentanamide ONC(CCCCOC=1C2=C(C=3N=C(C(NC3C1)=O)CC1=C(C=CC=C1)C)C=CC=C2)=O